1,3-dibromo-1,3-disiloxetane Br[SiH]1O[SiH](C1)Br